8-[(1R)-1-[(6-chloro-3-pyridinyl)amino]ethyl]-2-ethylsulfanyl-3,6-dimethyl-benzopyran-4-one ClC1=CC=C(C=N1)N[C@H](C)C1=CC(=CC=2C(C(=C(OC21)SCC)C)=O)C